5-[(3S)-3-Hydroxypyrrolidin-1-yl]-2-methyl-N-[(1R)-1-(1-naphthyl)ethyl]benzamide O[C@@H]1CN(CC1)C=1C=CC(=C(C(=O)N[C@H](C)C2=CC=CC3=CC=CC=C23)C1)C